(R)-3-(1-(6-(2-Chloropyrimidin-4-yl)pyridin-2-yl)-1H-1,2,3-triazol-4-yl)-3-hydroxy-1-methylpyrrolidin-2-one ClC1=NC=CC(=N1)C1=CC=CC(=N1)N1N=NC(=C1)[C@]1(C(N(CC1)C)=O)O